(2S,3R)-decan-2,3-diol C[C@@H]([C@@H](CCCCCCC)O)O